C(C)(C)(C)OC(=O)N1CCN(CC1)C=1C(C=2C(=NC3=C(N2)N=C(S3)C)NC1CC)=O.C(C)(C)(C)C1=CC(=CC(=C1)C(C)(C)C)C(C)(C)C 2,4,6-tri-tert-butyl-benzene tert-butyl-4-(6-ethyl-2-methyl-8-oxo-5,8-dihydropyrido[2,3-b]thiazolo[4,5-e]pyrazin-7-yl)piperazine-1-carboxylate